methyl 1-(difluoromethyl)-3-methyl-1H-indazole-5-carboxylate FC(N1N=C(C2=CC(=CC=C12)C(=O)OC)C)F